dimethyl-2-ethyl-carboxylate CC(C)(C(=O)[O-])C